BrC=1C(N(C(N(C1)CC(=O)[O-])C=O)[C@H](CSC)C)C=O [5-bromo-3-((S)-1-methyl-2-methylsulfanyl-ethyl)-2,4-dioxo methyl-3,4-dihydro-2H-pyrimidin-1-yl]-acetate